C(C1=CC=CC=C1)OC1=C(C(=O)OCC2=CC=CC=C2)C=CC(=C1)N(CC1=CC=C(C=C1)C1=COC=C1)C(=O)OC(C)(C)C benzyl 2-(benzyloxy)-4-((tert-butoxycarbonyl)(4-(furan-3-yl)benzyl)amino)benzoate